FC(N1N=CC(=C1)C1=CC=2C(=NC=CC2N2CC3CCC(C2)N3C(=O)OC(C)(C)C)N1S(=O)(=O)C1=CC=C(C)C=C1)F tert-butyl 3-(2-(1-(difluoromethyl)-1H-pyrazol-4-yl)-1-tosyl-1H-pyrrolo[2,3-b]pyridin-4-yl)-3,8-diazabicyclo[3.2.1]octane-8-carboxylate